4,6-dihydropyrrolo[3,4-c]pyrazole-5(1H)-carboxamide N1N=CC2=C1CN(C2)C(=O)N